FC(C1=NC2=C(N1CC(F)(F)F)C=CC(=C2)[C@@H]2[C@H](C2)C=2C=1N(N=C(C2)C=2C(NC(NC2)=O)=O)C=CN1)F 5-(8-((1S,2S)-2-(2-(difluoromethyl)-1-(2,2,2-trifluoroethyl)-1H-benzo[d]imidazol-5-yl)cyclopropyl)imidazo[1,2-b]pyridazin-6-yl)pyrimidine-2,4(1H,3H)-dione